[C@@H]1(CC=CCC1)C(=O)O (R)-3-cyclohexenecarboxylic acid